FC(C(=O)O)(F)F.N1CCC(=CC1)C1=CC=C(S1)C#N 5-(1,2,3,6-tetrahydropyridin-4-yl)-thiophene-2-carbonitrile trifluoroacetate